ClC1=CC2=C(N(C(N=C2N2C[C@H](N(CC2)C(=O)OC(C)(C)C)C)=O)C=2C(=NC=CC2C)C(C)C)N=C1C1=C(C=CC=C1O)F tert-butyl (M)-(2R)-4-(6-chloro-7-(2-fluoro-6-hydroxyphenyl)-1-(2-isopropyl-4-methylpyridin-3-yl)-2-oxo-1,2-dihydropyrido[2,3-d]pyrimidin-4-yl)-2-methylpiperazine-1-carboxylate